(S)-tert-butyl 4-(3-bromo-2-ethyl-7-methylpyrazolo[1,5-a]pyrimidin-5-yl)-3-methylpiperazine-1-carboxylate BrC=1C(=NN2C1N=C(C=C2C)N2[C@H](CN(CC2)C(=O)OC(C)(C)C)C)CC